ClC=1C=C(C=CC1)[C@@H]1[C@H](C1)C(=O)NC1=NC=NC(=C1)NCC1=NN2C(C=C(C=C2N2CCN(CC2)C)C2CC2)=C1 (1S,2S)-2-(3-chlorophenyl)-N-(6-(((5-cyclopropyl-7-(4-methylpiperazin-1-yl)pyrazolo[1,5-a]pyridin-2-yl)methyl)amino)pyrimidin-4-yl)cyclopropane-1-carboxamide